8-benzo[d]isothiazol-3-yl-8-aza-5-azonia-spiro[4.5]decane bromide [Br-].S1N=C(C2=C1C=CC=C2)N2CC[N+]1(CCCC1)CC2